C1(CCC1)C[C@@H](C1=NN=CN1C)C=1C=C(C=CC1)N1C(C2=CC(=CC(=C2C1)C(F)(F)F)CNC1(CCC1)C)=O (R)-2-(3-(2-cyclobutyl-1-(4-methyl-4H-1,2,4-triazol-3-yl)ethyl)phenyl)-6-(((1-methylcyclobutyl)amino)methyl)-4-(trifluoromethyl)isoindolin-1-one